BrC1=CC=C(C=C1)C1=NC=CC=N1 2-(4-bromophenyl)pyrimidine